(R)-1-(phenylthio)-4-(piperidin-1-yl)butan-2-amine hydrochloride Cl.C1(=CC=CC=C1)SC[C@@H](CCN1CCCCC1)N